N1(C=NC=C1)C(=O)OC(CCCC)CCCC 5-((1H-imidazole-1-carbonyl)oxy)nonane